OC[C@@]1([C@H](O)[C@H](O)[C@H](O)CO1)OC[C@@H]1[C@H]([C@H]([C@@](CO)(O)O1)O)O 6-O-β-D-psicopyranosyl-α-D-psicofuranose